5-(2,2-dimethyl-4H-1,3-benzodioxin-6-yl)-1,3-oxazolidin-2-one CC1(OCC2=C(O1)C=CC(=C2)C2CNC(O2)=O)C